C(CCCCCCC)OC(C(=C)CC(=O)[O-])=O octyl-itaconate